(S)-5-((5-(4-chloro-2-fluoro-6-(piperidin-3-ylmethoxy)phenyl)-1H-pyrazol-3-yl)amino)pyrazine-2-carbonitrile ClC1=CC(=C(C(=C1)OC[C@@H]1CNCCC1)C1=CC(=NN1)NC=1N=CC(=NC1)C#N)F